C(C)(C)(C)OC(=O)N1C[C@H]2N(C3=C(OCC2)C=C(C(=C3)Cl)N)CC1 (S)-9-amino-10-chloro-1,2,4,4a,5,6-hexahydro-3H-benzo[b]pyrazino[1,2-d][1,4]oxazepine-3-carboxylic acid tert-butyl ester